ClC=1C=CC2=C(C=3C4=CC=CC=C4C4=C(C3C=3C=CC(=CC23)Cl)C=CC=C4)C1 2,6-dichlorodibenzo[g,p]chrysene